FC(C1=NC(=CC(=N1)CNC(OC(C)(C)C)=O)C=1C=NC(=NC1)C(F)(F)F)(F)F tert-butyl N-[[2-(trifluoromethyl)-6-[2-(trifluoromethyl)pyrimidin-5-yl]pyrimidin-4-yl]methyl]carbamate